4-fluorophenylmethyl-d2-amine FC1=CC=C(C=C1)C([2H])([2H])N